O.P(=O)([O-])([O-])O.[Ca+2] monocalcium phosphate Monohydrate